formyl-2-cyanobiphenyl C(=O)C=1C(=C(C=CC1)C1=CC=CC=C1)C#N